CC(C)P([O-])([O-])=O.CC(C)P([O-])([O-])=O.CC(C)P([O-])([O-])=O.[Al+3].[Al+3] aluminum tris(methylethylphosphonate)